COC([C@H](CC)Br)=O (S)-2-bromobutyric acid methyl ester